methyl 2-(4-bromo-2-fluorophenyl)acetate BrC1=CC(=C(C=C1)CC(=O)OC)F